(R)-N-((S)-1'-(6-((3-chloro-2-methylpyridin-4-yl)thio)pyrido[2,3-b]pyrazin-2-yl)-5-methoxy-1,3-dihydrospiro[inden-2,4'-piperidin]-1-yl)-2-methylpropan-2-sulfinamide ClC=1C(=NC=CC1SC=1C=CC=2C(=NC=C(N2)N2CCC3(CC2)[C@@H](C2=CC=C(C=C2C3)OC)N[S@](=O)C(C)(C)C)N1)C